(3R)-N-t-butoxycarbonyl-3-amino-4-(2,4,5-trifluorophenyl)-butanoic acid C(C)(C)(C)OC(=O)N[C@@H](CC(=O)O)CC1=C(C=C(C(=C1)F)F)F